FC=1C=2C=3C=CC(=C(NCCCCCOC4=CC(=CC(NC(=NC1)N2)=C4)C[S@@](=O)(=N)C)C3)F |r| (rac)-3,21-difluoro-10-[(S-methylsulfonimidoyl)methyl]-13-oxa-5,7,19,26-tetraazatetracyclo[18.3.1.12,6.18,12]hexacosa-1(24),2(26),3,5,8(25),9,11,20,22-nonaene